3-(4-((2-cyclopropylethyl)((1s,4s)-4-((3,3-difluoro-cyclobutyl)amino)cyclohexyl)amino)-1-oxoisoindolin-2-yl)piperidine-2,6-dione C1(CC1)CCN(C1=C2CN(C(C2=CC=C1)=O)C1C(NC(CC1)=O)=O)C1CCC(CC1)NC1CC(C1)(F)F